(E)-3-(2,4-dihydroxyphenyl)acrylic acid OC1=C(C=CC(=C1)O)/C=C/C(=O)O